N1(C(=O)NC(=O)C(C)=C1)CC(=O)O thymine-1-acetic acid